OC=1C(=C(C=O)C(=CC1I)I)I 3-Hydroxy-2,4,6-Triiodobenzaldehyde